C(C)(C)(C)OC(N[C@H]1CNCCC1)=O (R)-tert-butylpiperidine-3-ylcarbamate